C1(CC1)[C@H](\C=C\[S@@](=O)(=NC)C)NC(=O)C=1C(=NC(=NC1)C(C)(F)F)OC1=CC=CC=C1 N-((R,E)-1-cyclopropyl-3-((R)-N,S-dimethylsulfonimidoyl)allyl)-2-(1,1-difluoroethyl)-4-phenoxypyrimidine-5-carboxamide